bis(8-hydroxy-2-methylquinoline) aluminum [Al].OC=1C=CC=C2C=CC(=NC12)C.OC=1C=CC=C2C=CC(=NC12)C